CC=1C=C(CCNC=2N=C(C3=C(N2)C=CC=N3)N3CCOCC3)C=CC1 N-(3-methylphenethyl)-4-morpholinopyrido[3,2-d]pyrimidin-2-amine